3-((4-(methylamino)-5-(trifluoromethyl)pyrimidin-2-yl)amino)pyrazolo[1,5-a]pyridine-5-carbonitrile CNC1=NC(=NC=C1C(F)(F)F)NC=1C=NN2C1C=C(C=C2)C#N